C(CC(CCCCCCCCC)O)O 1,3-Dodecanediol